(E)-2,6-Dimethylocta-1,5,7-trien CC(=C)CC\C=C(\C=C)/C